4-((3-fluorophenyl)ethynyl)-4-hydroxypiperidine-1-carboxylic acid tert-butyl ester C(C)(C)(C)OC(=O)N1CCC(CC1)(O)C#CC1=CC(=CC=C1)F